NC1=NC(=C2N=CN(C2=N1)[C@H]1C([C@@H]([C@H](O1)COC(C1=CC=CC=C1)=O)OC(C1=CC=CC=C1)=O)(F)F)Cl (2R,3R,5R)-5-(2-amino-6-chloro-9H-purin-9-yl)-2-((benzoyloxy)methyl)-4,4-difluorotetrahydrofuran-3-ylbenzoate